4-(4-chlorobenzyl)-7-(3-chlorobenzyl)-6,7,8,9-tetrahydropyrido[3,4-e][1,2,4]triazolo[1,5-a]pyrimidine-5(4H)-one ClC1=CC=C(CN2C=3N(C4=C(C2=O)CN(CC4)CC4=CC(=CC=C4)Cl)N=CN3)C=C1